OC1=C(C(=CC(=C1)O)CCC1=CC=CC=C1)C(C#CC)=O (2,4-Dihydroxy-6-phenethylphenyl)but-2-yn-1-one